C(CCCCCCCCCCC)N(C(=O)C1=CC=NC=C1)CCCCCCCCCCCC N,N-bis(dodecyl)pyridine-4-carboxamide